NC1=CC=C(CN2CCN(CC2)C2=CC=C(C=C2)C2C(NC(CC2)=O)=O)C=C1 3-(4-(4-(4-aminobenzyl)piperazin-1-yl)phenyl)piperidine-2,6-dione